Cl.Cl.NCC=1C=CC(=NC1)C(=O)OC methyl 5-(aminomethyl)-2-picolinate dihydrochloride